FC1=CC=C(CN(C=2C(C(C2N(CC2=CC=C(C=C2)C2=NOC(=N2)C(F)(F)F)C)=O)=O)C)C=C1 3-((4-fluorobenzyl)(methyl)amino)-4-(methyl(4-(5-(trifluoromethyl)-1,2,4-oxadiazol-3-yl)benzyl)amino)cyclobut-3-ene-1,2-dione